1-[4-chloro-2-fluoro-6-(methoxymethoxy)phenyl]-N-[(3R)-1-[2-[tert-butyl-(dimethyl)silyl]oxyethyl]-3-piperidinyl]pyrido[3,4-d]pyridazin-4-amine ClC1=CC(=C(C(=C1)OCOC)C1=C2C(=C(N=N1)N[C@H]1CN(CCC1)CCO[Si](C)(C)C(C)(C)C)C=NC=C2)F